COC(C1=C(C=CC(=C1)\C=C\C(=O)N1C(C(=CCC1)Cl)=O)OC)=O (E)-Methyl-5-(3-(3-chloro-2-oxo-5,6-dihydropyridin-1(2H)-yl)-3-oxoprop-1-ene-1-yl)-2-methoxybenzoate